2,4-dichloro-5-pyrimidineformaldehyde ClC1=NC=C(C(=N1)Cl)C=O